1,3,7-Trimethyl-8-(trifluoromethyl)-3,7-dihydro-1H-purine-2,6-dione CN1C(N(C=2N=C(N(C2C1=O)C)C(F)(F)F)C)=O